Cl.C1(CCCCC1)CCNCC1=C(C=CC=C1)CO (2-((2-cyclohexylethylamino)methyl)phenyl)methanol hydrochloride